4-(4-((3-(3-oxa-8-azabicyclo[3.2.1]octan-8-yl)azetidin-1-yl)methyl)-2-fluorobenzylamino)-2-(2,6-dioxopiperidin-3-yl)isoindoline-1,3-dione C12COCC(CC1)N2C2CN(C2)CC2=CC(=C(CNC1=C3C(N(C(C3=CC=C1)=O)C1C(NC(CC1)=O)=O)=O)C=C2)F